C(C)(C)C1=C(C=CC=C1)C1=NC=CC(=N1)C1=NC(=NO1)C1=CC=C(C=C1)C=1N(C=C(N1)C(F)(F)F)C 5-(2-(2-isopropylphenyl)pyrimidin-4-yl)-3-(4-(1-methyl-4-(trifluoromethyl)-1H-imidazol-2-yl)phenyl)-1,2,4-oxadiazole